4-bromo-7,8-difluoro-2-methyl-2-propyl-2H-benzo[e][1,3]oxazine BrC1=NC(OC2=C1C=CC(=C2F)F)(CCC)C